FC1=C(C=CC(=C1)C(F)(F)F)CCCC(=O)OC Methyl 4-(2-fluoro-4-(trifluoromethyl)phenyl)butanoate